2,4-bis(3,5-dimethyl-4-hydroxyphenyl)-2-methyl-butane CC=1C=C(C=C(C1O)C)C(C)(CCC1=CC(=C(C(=C1)C)O)C)C